valproic acid-d C(C(CCC)CCC)(=O)O[2H]